2,2'-(3,4,5-tris(10-methylphenazin-5(10H)-yl)-1,2-phenylene)bis(benzo[d]thiazole) CN1C2=CC=CC=C2N(C=2C=CC=CC12)C=1C(=C(C=C(C1N1C=2C=CC=CC2N(C2=CC=CC=C12)C)N1C=2C=CC=CC2N(C2=CC=CC=C12)C)C=1SC2=C(N1)C=CC=C2)C=2SC1=C(N2)C=CC=C1